N-[(3R)-4,4-difluoro-1-{(5S)-5-[5-methyl-3-(2,4,6-trifluorophenyl)pyridin-2-yl]-4,5-dihydro-1,2-oxazol-3-yl}pyrrolidin-3-yl]ethanesulfonamide FC1([C@@H](CN(C1)C1=NO[C@@H](C1)C1=NC=C(C=C1C1=C(C=C(C=C1F)F)F)C)NS(=O)(=O)CC)F